4,4'-butylidenebis[2-tert-butyl-5-cresol] C(CCC)(C=1C=C(C(=CC1C)O)C(C)(C)C)C=1C=C(C(=CC1C)O)C(C)(C)C